C1(CCC1)N1N=NN=C1C(CC(F)F)N1N=CC(=C1)NC([C@H](C1CCC(CC1)(F)F)NC(=O)C=1N(N=CC1)C(C)C)=O N-[(1S)-2-[[1-[1-(1-cyclobutyltetrazol-5-yl)-3,3-di-fluoropropyl]pyrazol-4-yl]-amino]-1-(4,4-difluorocyclohexyl)-2-oxo-ethyl]-2-iso-propyl-pyrazole-3-carboxamide